The molecule is an L-tryptophan derivative that is L-tryptophan with a methoxy substituent at position 5. It has a role as a metabolite. It derives from a L-tryptophan. It is a tautomer of a 5-methoxy-L-tryptophan zwitterion. COC1=CC2=C(C=C1)NC=C2C[C@@H](C(=O)O)N